2-amino-3-fluoro-5-(trifluoromethyl)phenol NC1=C(C=C(C=C1F)C(F)(F)F)O